BrC1=C(C(=CC(=C1)F)CCO)C(C)O 1-(2-bromo-4-fluoro-6-(2-hydroxyethyl)phenyl)ethan-1-ol